ClC=1C=C(C=CC1OCC1=NC=CC=C1)NC=1C2=C(N=CN1)SC=C2C2CCNCC2 N-[3-chloro-4-(2-pyridylmethoxy)phenyl]-5-(4-piperidyl)thieno[2,3-d]pyrimidin-4-amine